sulfuric acid, ammonium salt [NH4+].S([O-])([O-])(=O)=O.[NH4+]